C(C)OC(\C=C\C)OCC trans-2-butenal diethyl acetal